O[C@H]1[C@H]([C@@H](CC1)N1C(C(=CC2=C1N=C(N=C2)NC2CCN(CC2)S(=O)(=O)C)C([2H])(F)F)=O)C (-)-8-((1R,2S,3R)-3-hydroxy-2-methylcyclopentyl)-6-(difluoromethyl-d)-2-((1-(methylsulfonyl)piperidin-4-yl)amino)pyrido[2,3-d]pyrimidin-7(8H)-one